NC=1C=C(C=2N3CCC[C@H]3CCCCCC(C3=NN=C(C1N2)O3)(O)C(F)(F)F)S(=O)(=O)C3=CC=C(C=C3)OC(F)(F)F (12R)-20-amino-18-[4-(trifluoromethoxy)benzenesulfonyl]-6-(trifluoromethyl)-22-oxa-3,4,16,21-tetraazatetracyclo[15.3.1.12,5.012,16]docosa-1(20),2,4,17(21),18-pentaen-6-ol